N[C@H](C(=O)O)CC=C(C)C L-2-AMINO-5-METHYLHEX-4-ENOIC ACID